CC=1N=C(NC(C1C)=O)N1N=C(C=C1C1=C(SC=C1)C(=O)N)C (1-(4,5-dimethyl-6-oxo-1,6-dihydropyrimidin-2-yl)-3-methyl-1H-pyrazol-5-yl)-thiophene-2-carboxamide